N,N-Dimethylthiocarbamic acid O-5-bromo-2-fluorophenyl ester BrC=1C=CC(=C(C1)OC(N(C)C)=S)F